2-((R)-4-(2-fluoro-4-(methylsulfonyl)phenyl)-2-methylpiperazin-1-yl)-N-((1R,2s,3s,5s,7s)-5-hydroxyadamantan-2-yl)pyrimidine-4-carboxamide FC1=C(C=CC(=C1)S(=O)(=O)C)N1C[C@H](N(CC1)C1=NC=CC(=N1)C(=O)NC1[C@@H]2CC3CC(C[C@@H]1C3)(C2)O)C